N(=C=O)CCC[Si](OCC)(OCC)OCC (3-Isocyanatopropyl)-triethoxysilane